ClC=1C=C2C(=C(NC2=CC1)C(=O)OCC(C)C)C=1N=NN(C1)CC1CCN(CC1)CCNS(=O)(=O)C1=CC=C(C=C1)Cl Isobutyl 5-chloro-3-(1-((1-(2-((4-chlorophenyl)sulfonamido)ethyl)piperidin-4-yl)methyl)-1H-1,2,3-triazol-4-yl)-1H-indol-2-carboxylat